4-(4-chloro-2-methyl-5-nitrophenyl)piperazine-1-carboxylic acid benzyl ester C(C1=CC=CC=C1)OC(=O)N1CCN(CC1)C1=C(C=C(C(=C1)[N+](=O)[O-])Cl)C